5-methylsulfonyl-4-oxo-1-[4-(trifluoromethoxy)phenyl]cinnoline-3-thiocarboxylic acid S-isoamyl ester C(CC(C)C)SC(=O)C1=NN(C2=CC=CC(=C2C1=O)S(=O)(=O)C)C1=CC=C(C=C1)OC(F)(F)F